C(C)(C)(C)OC(=O)N1C[C@@H]([C@H](C1)C1=CC=CC=C1)C(N(C)C1=C2C=CN=CC2=CC=C1)=O (3R,4S)-4-phenyl-3-[isoquinolin-5-yl-(methyl)carbamoyl]pyrrolidine-1-carboxylic acid tert-butyl ester